Cl.N[C@@H]1CN(CCC1)C1=CC(=NC=C1C=1C=NN(C1)C(F)(F)F)NC1=NC(=NC=C1)C1=C(C=CC=C1OC)F (S)-N-(4-(3-aminopiperidin-1-yl)-5-(1-(trifluoromethyl)-1H-pyrazol-4-yl)pyridin-2-yl)-2-(2-fluoro-6-methoxyphenyl)pyrimidin-4-amine hydrochloride